N1=CN=C2NC=NC2=C1C=1C(=NC=CC1)NC=1C=CC(=C(C1)NC(C1=CC(=C(C=C1)Cl)C(F)(F)F)=O)F N-(5-(3-(9H-purin-6-yl)pyridin-2-ylamino)-2-fluorophenyl)-4-chloro-3-(trifluoromethyl)benzamid